2-methyl-6-(3-methyl-1-benzofuran-5-yl)-N-{1-[3-(1H-1,2,3,4-tetrazol-1-yl)phenyl]ethyl}pyrimidin CC1N(C(=CC=N1)C=1C=CC2=C(C(=CO2)C)C1)C(C)C1=CC(=CC=C1)N1N=NN=C1